methyl-ethyl-o-cresol CC=1C(=C(C(=CC1)O)C)CC